(3S)-4-(7-(3-acetamido-4-fluoroisoquinolin-1-yl)-6-chloro-8-fluoro-2-(((S)-1-methylpyrrolidin-2-yl)methoxy)quinazolin-4-yl)-3-methylpiperazine-1-carboxylic acid tert-butyl ester C(C)(C)(C)OC(=O)N1C[C@@H](N(CC1)C1=NC(=NC2=C(C(=C(C=C12)Cl)C1=NC(=C(C2=CC=CC=C12)F)NC(C)=O)F)OC[C@H]1N(CCC1)C)C